2,2,2-Trichloroethyl (2-cyclohexyl-2-phenylacetoxy)carbamate C1(CCCCC1)C(C(=O)ONC(OCC(Cl)(Cl)Cl)=O)C1=CC=CC=C1